NC(CCN(NC([C@H](CC(C)C)NC(=O)C=1NC2=CC=CC=C2C1)=O)C(C(F)Cl)=O)=O N-((2S)-1-(2-(3-amino-3-oxopropyl)-2-(2-chloro-2-fluoroacetyl)hydrazinyl)-4-methyl-1-oxopentane-2-yl)-1H-indole-2-carboxamide